C[C@@H]1CN(C[C@@H](C1)NC1=C2C(=NC=C1C1=NC=C(C=C1)S(=O)(=O)C)NC=C2)C(CC#N)=O 3-((3S,5R)-3-methyl-5-((5-(5-(methylsulfonyl)pyridin-2-yl)-1H-pyrrolo[2,3-b]pyridin-4-yl)amino)piperidin-1-yl)-3-oxopropanenitrile